4-(2-(tert-butoxy)-2-oxoethoxy)pyrrolidine-2-carboxylic acid C(C)(C)(C)OC(COC1CC(NC1)C(=O)O)=O